methoxydiphenylamine sulfate S(=O)(=O)(O)O.CON(C1=CC=CC=C1)C1=CC=CC=C1